FC=1C(=C(C(=O)N)C=C(C1F)CC1=C(C(=NC=C1)NS(NC1C2COCC12)(=O)=O)F)NC1=C(C=C(C=C1)I)F 3,4-Difluoro-2-(2-fluoro-4-iodoanilino)-5-[[3-fluoro-2-(3-oxabicyclo[3.1.0]hexan-6-ylsulfamoylamino)pyridin-4-yl]methyl]benzamide